7-(2-oxo-2-(4-(5-(trifluoromethyl)pyrimidin-2-yl)piperazin-1-yl)ethyl)-4-(trifluoromethyl)-2,5,6,7-tetrahydro-3H-cyclopenta[c]pyridazin-3-one O=C(CC1CCC=2C1=NNC(C2C(F)(F)F)=O)N2CCN(CC2)C2=NC=C(C=N2)C(F)(F)F